3-[difluoro(isopropoxy)methyl]-6-[6-[(1R)-2,2-difluoro-1-methyl-ethoxy]-3-pyridinyl]-[1,2,4]triazolo[4,3-a]pyrazine FC(C1=NN=C2N1C=C(N=C2)C=2C=NC(=CC2)O[C@@H](C(F)F)C)(OC(C)C)F